tert-butyl N-[3-(4-methyl-6-propanoylpyridin-3-yl)-2-(pyrazol-1-yl)-1,6-naphthyridin-7-yl]carbamate CC1=C(C=NC(=C1)C(CC)=O)C=1C(=NC2=CC(=NC=C2C1)NC(OC(C)(C)C)=O)N1N=CC=C1